NC1=C(C=C(C#N)C=C1)NCC(F)(F)F 4-amino-3-((2,2,2-trifluoroethyl)amino)benzonitrile